4-(2-((6-bromo-9H-pyrimido[4,5-b]indol-4-yl)oxy)ethyl)morpholine BrC=1C=C2C3=C(NC2=CC1)N=CN=C3OCCN3CCOCC3